5-(4-morpholinophenyl)nicotinamide O1CCN(CC1)C1=CC=C(C=C1)C=1C=NC=C(C(=O)N)C1